1-(4-((2-((2-methylpyrrolidin-1-yl)methyl)-1H-benzo[d]imidazol-5-yl)carbamoyl)phenyl)piperidin CC1N(CCC1)CC1=NC2=C(N1)C=CC(=C2)NC(=O)C2=CC=C(C=C2)N2CCCCC2